3-bromo-6-(3-(pyrrolidin-1-yl)propyl)pyrazolo[1,5-a]pyridine BrC=1C=NN2C1C=CC(=C2)CCCN2CCCC2